BrC1=CC=C(C=C1)C[C@H](C(=O)OCC1=CC=CC=C1)O Benzyl (2R)-3-(4-bromophenyl)-2-hydroxypropanoate